ethyl 2-(2-((5-bromo-7-((dimethylamino)methyl)benzofuran-3-yl)methoxy)phenyl)acetate BrC=1C=C(C2=C(C(=CO2)COC2=C(C=CC=C2)CC(=O)OCC)C1)CN(C)C